N1=C(C=CC=C1)CN(CC1=NC=CC=C1)CC1=NC=CC=C1 tris(2-pyridylmethyl)-amine